tert-butyl (2R)-4-[5-fluoro-4-({3-methyl-4-[(1-methyl-1,3-benzodiazol-5-yl)oxy]phenyl}amino)quinazolin-6-yl]-2-methylpiperazine-1-carboxylate FC1=C2C(=NC=NC2=CC=C1N1C[C@H](N(CC1)C(=O)OC(C)(C)C)C)NC1=CC(=C(C=C1)OC1=CC2=C(N(C=N2)C)C=C1)C